alpha-amino-gamma-methylthiobutanenitrile NC(C#N)CCSC